C(C(=O)N)(=O)[O-].C(C(=O)N)(=O)O.[Na+] sodium oxamate (Oxamate)